5-({4-[2-(4-chlorophenyl)ethyl]-2-thienyl}carbonyl)pyrimidin ClC1=CC=C(C=C1)CCC=1C=C(SC1)C(=O)C=1C=NC=NC1